para-deuteroaniline [2H]C1=CC=C(N)C=C1